C[C@@]1(C[C@H](O)[C@@H](CO)O1)N1C=NC=2C(N)=NC=NC12 methyl-deoxyadenosine